Ethyl 2-(2,6-dimethyl-4-((5-oxo-4-(4-(trifluoromethoxy)phenyl)-4,5-di-hydro-1H-1,2,4-triazol-1-yl)methyl)-phenoxy)-2-methylpropionate CC1=C(OC(C(=O)OCC)(C)C)C(=CC(=C1)CN1N=CN(C1=O)C1=CC=C(C=C1)OC(F)(F)F)C